tert-butyl 2-(4-(methylamino)-3-nitrophenoxy)acetate CNC1=C(C=C(OCC(=O)OC(C)(C)C)C=C1)[N+](=O)[O-]